OC=1C=C(C#N)C=C(C1C1=CC=C2C(=N1)N=C(O2)NC2CCCN1C[C@H](CC21)O)C 3-Hydroxy-5-methyl-4-[2-[[(2S)-2-hydroxy-1,2,3,5,6,7,8,8a-octahydroindolizin-8-yl]amino]oxazolo[4,5-b]pyridin-5-yl]benzonitrile